(3S)-3-((Benzyloxy)methyl)-1-(1-(4-methoxyphenyl)-ethyl)pyrrolidin-2-one C(C1=CC=CC=C1)OC[C@H]1C(N(CC1)C(C)C1=CC=C(C=C1)OC)=O